N-(2-amino-1-(3-chlorophenyl)eth-yl)-1-(2-((4-fluoro-3-morpholinophenyl)amino)-5-methyl-pyrimidin-4-yl)-1H-imidazole-4-carboxamide NCC(C1=CC(=CC=C1)Cl)NC(=O)C=1N=CN(C1)C1=NC(=NC=C1C)NC1=CC(=C(C=C1)F)N1CCOCC1